C1(CC1)CNC(=O)N1CCC2=C1N=C(N=C2C2=C1C(=NC=C2)NC=C1)N1[C@@H](COCC1)C (R)-N-(cyclopropylmethyl)-2-(3-methylmorpholinyl)-4-(1H-pyrrolo[2,3-b]pyridin-4-yl)-5H-pyrrolo[2,3-d]pyrimidine-7(6H)-carboxamide